1-ethyl-N-[(1R,3S)-3-{[6-fluoro-2-(trifluoromethyl)quinolin-4-yl]amino}cyclohexyl]-3-methyl-1H-pyrazole-4-carboxamide C(C)N1N=C(C(=C1)C(=O)N[C@H]1C[C@H](CCC1)NC1=CC(=NC2=CC=C(C=C12)F)C(F)(F)F)C